FC=1C(=CC(=C(C1)C=1N=C2C(=NC1)NC(CN2CCOC)=O)C)C2=NNC=N2 6-(5-fluoro-2-methyl-4-(1H-1,2,4-triazol-3-yl)phenyl)-4-(2-methoxyethyl)-3,4-dihydropyrazino[2,3-b]pyrazin-2(1H)-one